5-(methylthio)isoindoline HCl Cl.CSC=1C=C2CNCC2=CC1